(R)-l-1-chloro-8-(piperazin-1-yl)-3-(pyridin-2-yl)-10-(trifluoromethyl)-3,4-dihydro-2H,6H-[1,4]thiazepino[2,3,4-ij]quinazolin-6-one ClS1C[C@H](CN2C(N=C(C3=CC(=CC1=C23)C(F)(F)F)N2CCNCC2)=O)C2=NC=CC=C2